bis(4-tert-butylphenyl)iodoIodine C(C)(C)(C)C1=CC=C(C=C1)I(I)C1=CC=C(C=C1)C(C)(C)C